O1[SiH2][SiH2]O[SiH2][SiH2]1 1,4-dioxa-2,3,5,6-tetrasilacyclohexane